C(C)(C)(C)C1=NC=2C=CC=C3C2C1=C1C(=C3)C3=C(S1)C(=NC=C3)C3=CC(=CC(=C3)C)C 1-(tert-butyl)-10-(3,5-dimethylphenyl)pyrido[4'',3'':4',5']thieno[3',2':5,6]benzo[1,2,3-cd]indole